N-(4-benzyl-5-(4-((1-(4-fluorophenyl)-4-oxo-1,4-dihydro-5H-pyrazolo[3,4-d]pyrimidin-5-yl)methyl)-4-hydroxypiperidin-1-yl)-5-oxopentyl)-4-chloroquinoline-7-carboxamide C(C1=CC=CC=C1)C(CCCNC(=O)C1=CC=C2C(=CC=NC2=C1)Cl)C(=O)N1CCC(CC1)(O)CN1C=NC2=C(C1=O)C=NN2C2=CC=C(C=C2)F